N-methoxy-3-methyl-N-(1-((1-phenyl-1H-pyrazol-3-yl)oxy)propan-2-yl)thiophene-2-carboxamide CON(C(=O)C=1SC=CC1C)C(COC1=NN(C=C1)C1=CC=CC=C1)C